2-[3-[(1R)-1-Amino-1-deuterio-ethyl]-2-fluoro-phenyl]-2,2-difluoro-ethanol N[C@@](C)([2H])C=1C(=C(C=CC1)C(CO)(F)F)F